5-(4-chloro-2-fluoro-phenyl)-2,3-dimethyl-7-((2R)-2-(2-(2,2,2-trifluoroethoxy)-4-pyridinyl)-4-morpholinyl)pyrido[4,3-d]-pyrimidin-4(3H)-one ClC1=CC(=C(C=C1)C1=NC(=CC=2N=C(N(C(C21)=O)C)C)N2C[C@H](OCC2)C2=CC(=NC=C2)OCC(F)(F)F)F